CC(C(=O)Cl)C1=CC=C(C=C1)[N+](=O)[O-] alpha-methyl-4-nitrophenylacetic chloride